Cis-(4aS,9bS)-3,3-dimethyl-7-(trifluoromethyl)-1,2,3,4,4a,9b-hexahydrobenzofuro[3,2-b]pyridine hydrogen chloride Cl.CC1(C[C@H]2[C@@H](NC1)C1=C(O2)C=C(C=C1)C(F)(F)F)C